6-Chloro-3-((dimethylamino)methylene)-2,3-dihydropyrrolo[1,2-a]quinazolin-5(1H)-one ClC1=C2C(N=C3N(C2=CC=C1)CCC3=CN(C)C)=O